[9H]xanthene-3-one C=1CC(C=C2OC3=CC=CC=C3CC12)=O